6-Bromo-3-(4-fluorophenyl)-2-(morpholinomethyl)-4H-chromen-4-one hydrochloride Cl.BrC=1C=C2C(C(=C(OC2=CC1)CN1CCOCC1)C1=CC=C(C=C1)F)=O